5-phenyl-1H-imidazole-4-carboxylic acid ethyl ester C(C)OC(=O)C=1N=CNC1C1=CC=CC=C1